Cl.CC=1C=C2C(=CC=NC2=CC1)OC1CCNCC1 6-methyl-4-(piperidin-4-yloxy)quinoline hydrochloride